(5-amino-8-methylquinolin-6-yl)(6,7-difluoro-2-(tetrahydro-2H-pyran-2-yl)-1H-indazol-4-yl)methanone NC1=C2C=CC=NC2=C(C=C1C(=O)C1=C2CN(NC2=C(C(=C1)F)F)C1OCCCC1)C